2-vinyl-benzenesulfonic acid C(=C)C1=C(C=CC=C1)S(=O)(=O)O